5-(2-((1s,6s)-6-aminocyclohex-3-en-1-yl)-5-chloro-7-((thiophen-2-ylmethyl)amino)thieno[3,2-b]pyridin-3-yl)pent-4-yn-1-ol formate salt C(=O)O.N[C@H]1CC=CC[C@@H]1C1=C(C2=NC(=CC(=C2S1)NCC=1SC=CC1)Cl)C#CCCCO